FC1=CC=C(C=C1)CCN1CCC(CC1)CC1=NC(=C(C(=O)N)C=C1)OC ((1-(4-fluorophenylethyl)piperidin-4-yl)methyl)-2-methoxynicotinamide